4-[7-(1-cyano-1-methyl-ethyl)imidazo[1,2-a]pyridin-3-yl]-2-(difluoromethoxy)-N-[(1R,2R)-2-fluorocyclopropyl]-6-methoxy-benzamide C(#N)C(C)(C)C1=CC=2N(C=C1)C(=CN2)C2=CC(=C(C(=O)N[C@H]1[C@@H](C1)F)C(=C2)OC)OC(F)F